C(C)(C)(C)OC(=O)N1CCN(CC1)CC1=CC(=NO1)C1=C(C=C(C=C1)CC=C)OC 4-((3-(4-allyl-2-methoxyphenyl)isoOxazol-5-yl)methyl)piperazine-1-carboxylic acid tert-butyl ester